6-Acetyl-3-amino-4-(7-fluoro-1H-indazol-4-yl)-1H-1,7-phenanthrolin-2-one C(C)(=O)C=1C=C2C(=C(C(NC2=C2C=CC=NC12)=O)N)C1=C2C=NNC2=C(C=C1)F